C1(CC1)CN[C@@H]1CSC2=C(C1)C(=C(C(=C2)O)N2CC(NS2(=O)=O)=O)F 5-{(3S)-3-[(cyclopropylmethyl)amino]-5-fluoro-7-hydroxy-3,4-dihydro-2H-1-benzothiopyran-6-yl}-1λ6,2,5-thiadiazolidine-1,1,3-trione